tert-butyl (5-(4-phenylbut-1-yn-1-yl)-1,3,4-thiadiazol-2-yl)carbamate C1(=CC=CC=C1)CCC#CC1=NN=C(S1)NC(OC(C)(C)C)=O